C1(CCC1)C1CN(C1)CC=1NC2=CC(=CC=C2C1)CNC(=O)C=1N=C2N(C(C1)=O)C=CC=C2 N-({2-[(3-cyclobutylazetidin-1-yl)methyl]-1H-indol-6-yl}methyl)-4-oxo-4H-pyrido[1,2-a]pyrimidine-2-carboxamide